(4S)-7-chloro-8-(difluoromethyl)-6-(2,6-difluorophenyl)-1,4-dimethyl-4H-[1,2,4]Triazolo[4,3-a][1,4]Benzodiazepine ClC1=C(C=CC2=C1C(=N[C@H](C=1N2C(=NN1)C)C)C1=C(C=CC=C1F)F)C(F)F